FC1(C[C@@H](CC1)NCC1=C2C(=NC(=C1)C(=O)N)C(CC2)C)F 4-((((R)-3,3-difluorocyclopentyl)amino)methyl)-7-methyl-6,7-dihydro-5H-cyclopenta[b]pyridine-2-carboxamide